CS(=O)(=O)NC1=CC2=C(C(C(=CO2)NC=O)=O)C=C1OC1=CC=CC=C1 N-[7-(methylsulfonylamino)-4-oxo-6-phenoxybenzopyran-3-yl]carboxamide